C1(=CC(=CC=C1)N1N=NC(=C1)C1CCN(CC1)CC(=O)C1=CC=C(C=C1)OC(F)(F)F)C 2-(4-(1-(m-tolyl)-1H-1,2,3-triazol-4-yl)piperidin-1-yl)-1-(4-(trifluoromethoxy)phenyl)ethan-1-one